C(C)[Ge](N(CC)CC)(CC)CC Triethyl-(diethylamino)germanium